[8-(1,1-dimethyl-2-pyrrolidin-1-yl-ethyl)-6-ethoxycarbonyl-5-oxo-1,8-naphthyridin-3-yl]boronic acid CC(CN1CCCC1)(C)N1C=C(C(C=2C=C(C=NC12)B(O)O)=O)C(=O)OCC